3-((((S)-5-methyl-3-((R)-1,1,1-trifluoro-2-hydroxypropan-2-yl)-5,6-dihydroimidazo[1,5-a]pyrazolo[5,1-c]pyrazin-9-yl)oxy)methyl)bicyclo[1.1.1]pentane-1-carbonitrile C[C@H]1CN2C(C=3N1C(=NC3)[C@@](C(F)(F)F)(C)O)=CC(=N2)OCC23CC(C2)(C3)C#N